acryloyl-propyl-dimethyl-methoxysilane C(C=C)(=O)CO[Si](C)(C)CCC